ClC=1C=C(C2=C(NC(=N2)C(=O)O)C1C)F 6-chloro-4-fluoro-7-methyl-1H-benzo[d]imidazole-2-carboxylic acid